(4-(2-((3-fluoro-5-methylbenzyl)amino)ethyl)-2,5-dimethoxyphenyl)methanol FC=1C=C(CNCCC2=CC(=C(C=C2OC)CO)OC)C=C(C1)C